(E)-1-(3-(4-((4-fluorobenzyl)oxy)-3-methoxyphenyl)acrylamido)cyclopentane-1-carboxylic acid ethyl ester C(C)OC(=O)C1(CCCC1)NC(\C=C\C1=CC(=C(C=C1)OCC1=CC=C(C=C1)F)OC)=O